sodium propylene oxide C1C(C)O1.[Na]